CC=1N=C(SC1C)N1N(NC(=N1)C1=CC=CC=C1)C1=CC=CC=C1 3-(4,5-dimethyl-2-thiazolyl)-2,5-diphenyl-2H-tetrazole